5-(2-bromoethoxy)-2-[(dibenzo[b,d]furan-2-yloxy)methyl]-3-fluoropyridine BrCCOC=1C=C(C(=NC1)COC1=CC2=C(OC3=C2C=CC=C3)C=C1)F